2-(2-(4-chloro-3-methoxy-1-methyl-1H-pyrazol-5-yl)-7-fluoro-4-isopropylquinolin-6-yl)-4-ethyl-5-(hydroxymethyl)-2,4-dihydro-3H-1,2,4-triazol-3-one ClC=1C(=NN(C1C1=NC2=CC(=C(C=C2C(=C1)C(C)C)N1N=C(N(C1=O)CC)CO)F)C)OC